FC(C1=NC(=C2C=C(N=CC2=C1)N[C@@H]1C[C@H](CC1)NC([O-])=O)NC(C)C)F ((1S,3S)-3-((7-(Difluoromethyl)-5-(isopropylamino)-2,6-naphthyridin-3-yl)amino)cyclopentyl)carbamate